6-hydroxy-3-methyl-1-{[2-(trimethylsilyl)ethoxy]methyl}-1H,2H,3H-imidazo[4,5-b]pyridin-2-one OC=1C=C2C(=NC1)N(C(N2COCC[Si](C)(C)C)=O)C